[1-(3-fluoro-4-[[2-(piperazine-1-sulfonyl)-1,6-naphthyridin-7-yl]amino]phenyl)pyrazol-3-yl]methanol FC=1C=C(C=CC1NC1=NC=C2C=CC(=NC2=C1)S(=O)(=O)N1CCNCC1)N1N=C(C=C1)CO